BrC1=C(C(=O)OC\C=C(\CCC=C(C)C)/C)C=C(C=C1)Cl (E)-3,7-dimethylocta-2,6-dien-1-yl 2-bromo-5-chlorobenzoate